4-(5-cyclopropyl-1,2-oxazol-3-yl)-N-{(1s,6r)-2,2-difluoro-6-[4-(propan-2-yl)piperazin-1-yl]cyclohexyl}-4-methylpiperidine-1-carboxamide C1(CC1)C1=CC(=NO1)C1(CCN(CC1)C(=O)N[C@@H]1C(CCC[C@H]1N1CCN(CC1)C(C)C)(F)F)C